2-(phenylethynyl)phenylbenzaldehyde C1(=CC=CC=C1)C#CC1=C(C=CC=C1)C1=C(C=O)C=CC=C1